O=C1NC(CCC1N1C(C2=CC=CC(=C2C1)C#CCOCCOCCOCCOCCOS(=O)(=O)C)=O)=O Methanesulfonic acid 15-(2-(2,6-dioxopiperidin-3-yl)-1-oxoisoindolin-4-yl)-3,6,9,12-tetraoxapentadec-14-yn-1-yl ester